4-(benzylamino)-3-fluoropiperidine-1-carboxylic acid tert-butyl ester C(C)(C)(C)OC(=O)N1CC(C(CC1)NCC1=CC=CC=C1)F